N[C@@H]1C2=CC=CC=C2CC12CCN(CC2)C2=CC(=C(C(N2)=O)C(=C)C2=NNCC2)O (S)-6-(1-amino-1,3-dihydrospiro[indene-2,4'-piperidine]-1'-yl)-3-(1-(4-hydroxy-2-oxo-1,2-dihydropyridin-3-yl)vinyl)-1,5-dihydro-4H-pyrazole